ClC1=NC=2C(CCC(C2C=C1)NC(C=C)=O)OC1=CC(=C(C=C1)C(F)(F)F)F N-[2-chloro-8-{3-fluoro-4-(trifluoromethyl)phenoxy}-5,6,7,8-tetrahydroquinolin-5-yl]acrylamide